(Z)-1-(4-amino-2-fluorobut-2-en-1-yl)-4-[2-chloro-3-(hydroxymethyl)phenyl]-1H-benzo[d][1,2,3]triazole-6-carbonitrile NC\C=C(\CN1N=NC2=C1C=C(C=C2C2=C(C(=CC=C2)CO)Cl)C#N)/F